ClC=1C(=NC=CC1C1=C(C(=CC=C1)C1=NC(=C(C=C1)CNC1CCC(CC1)O)OC)Cl)C1=CC(=C(CN2CC3(C2)CNC(C3)=O)C=C1)OC 2-(4-(3-chloro-4-(2-chloro-3-(5-((((1s,4s)-4-hydroxycyclohexyl)amino)methyl)-6-methoxypyridin-2-yl)phenyl)pyridin-2-yl)-2-methoxybenzyl)-2,6-diazaspiro[3.4]octan-7-one